5-hexynoic acid sodium salt [Na+].C(CCCC#C)(=O)[O-]